C1(=CC=CC=2C(C3=CC=CC=C3C(C12)=O)=O)C(=O)O Anthraquinone-1-carboxylic acid